N-Phthaloyl-aza-histidine C(C=1C(C(=O)O)=CC=CC1)(=O)NN(CC1=CNC=N1)C(=O)O